FC(C)(F)C1=NC(=CC(=N1)NC1=CC(=NC=C1OCC)NC(CC)=O)C N-(4-((2-(1,1-difluoroethyl)-6-methylpyrimidin-4-yl)amino)-5-ethoxypyridin-2-yl)propanamide